FC1=C(OCC2(CC2)O[Si](CC)(CC)CC)C=CC=C1F {1-[(2,3-difluorophenoxy)methyl]cyclopropyloxy}triethylsilane